tert-butyl (2S,6R)-4-(7-(3-(methoxymethoxy)naphthalen-1-yl)-2-(3-morpholinopropoxy)-5,6,7,8-tetrahydropyrido[3,4-d]pyrimidin-4-yl)-2,6-dimethylpiperazine-1-carboxylate COCOC=1C=C(C2=CC=CC=C2C1)N1CC=2N=C(N=C(C2CC1)N1C[C@@H](N([C@@H](C1)C)C(=O)OC(C)(C)C)C)OCCCN1CCOCC1